FC(C1=NN=C(O1)C1=CC=2N(C=C1)C=C(N2)CN(C(=O)N2CCN(CC2)C2CCOCC2)C2=CC=CC=C2)F N-((7-(5-(difluoromethyl)-1,3,4-oxadiazol-2-yl)imidazo[1,2-a]pyridin-2-yl)methyl)-N-phenyl-4-(tetrahydro-2H-pyran-4-yl)piperazine-1-carboxamide